trimethoyl-benzoyl chloride C(=O)C1=C(C(=C(C(=O)Cl)C=C1)C=O)C=O